(S)-(4-((3-(difluoromethoxy)-5-(trifluoromethyl)pyridin-2-yl)amino)-8-fluoro-7-(trifluoromethyl)-3,4-dihydro-2H-thiopyrano[3,2-c]pyridin-4-yl)methanol FC(OC=1C(=NC=C(C1)C(F)(F)F)N[C@]1(CCSC2=C1C=NC(=C2F)C(F)(F)F)CO)F